1-(2-tetrahydropyranoxy)propynylmagnesium bromide O1C(CCCC1)OC#CC[Mg]Br